methyl (3S)-3-(3-(3,5-dimethyl-2H-pyrrol-2-yl)phenyl)-4-(7-((2-((diphenylmethylene)amino)quinolin-7-yl)methyl)-2,7-diazaspiro[3.5]nonane-2-yl)butanoate CC=1C(N=C(C1)C)C=1C=C(C=CC1)[C@H](CC(=O)OC)CN1CC2(C1)CCN(CC2)CC2=CC=C1C=CC(=NC1=C2)N=C(C2=CC=CC=C2)C2=CC=CC=C2